DiMethylAminoZirconium CN(C)[Zr]